(9H-carbazole) 2-phenylacetate C1(=CC=CC=C1)CC(=O)O.C1=CC=CC=2C3=CC=CC=C3NC12